6-[1-(tert-butyl-dimethyl-silanyloxy)-ethyl]-imidazo[1,2-a]pyridine C(C)(C)(C)[Si](OC(C)C=1C=CC=2N(C1)C=CN2)(C)C